COC(=O)C1=NC(=CN=C1)Br 6-bromopyrazine-2-carboxylic acid methyl ester